3-(2-bromo-3-fluoro-phenoxy)propionic acid BrC1=C(OCCC(=O)O)C=CC=C1F